FC1=CC2=C(N(C(N=C2N2[C@H](CN(CC2)C(=O)OC(C)(C)C)C)=O)C=2C(=NC=CC2C)C(C)C)N=C1C1=C(C=CC=2OCOC21)F tert-butyl (3S)-4-(6-fluoro-7-(5-fluorobenzo[d][1,3]dioxol-4-yl)-1-(2-isopropyl-4-methylpyridin-3-yl)-2-oxo-1,2-dihydropyrido[2,3-d]pyrimidin-4-yl)-3-methylpiperazine-1-carboxylate